C1(CC1)N1N=CC(=C1)[C@H]1C=C(CCO1)C1=NC2=NC(=CN=C2C(=N1)C1=C(C=C(C=C1)F)F)C 2-[(6R)-6-(1-cyclopropylpyrazol-4-yl)-3,6-dihydro-2H-pyran-4-yl]-4-(2,4-difluorophenyl)-7-methyl-pteridine